(E)-1-(3-(3-(cyclobutylmethoxy)phenyl)acryloyl)-5,6-dihydropyridin C1(CCC1)COC=1C=C(C=CC1)/C=C/C(=O)N1CC=CCC1